tert-Butyl 4-((2-(3-(cyclobutylamino)-4-(methoxycarbonyl)phenyl)-4-(2,2-difluoroethyl)piperazin-1-yl)methyl)-5-methoxy-7-methyl-1H-indole-1-carboxylate C1(CCC1)NC=1C=C(C=CC1C(=O)OC)C1N(CCN(C1)CC(F)F)CC1=C2C=CN(C2=C(C=C1OC)C)C(=O)OC(C)(C)C